4-[3-[2,6-Dichloro-4-(2-methyltriazolo[4,5-c]pyridin-7-yl)benzoyl]-2,4-dihydro-1,3-benzoxazin-8-yl]-5-fluoro-2-(3-oxa-8-azabicyclo[3.2.1]octan-8-yl)benzoic acid ClC1=C(C(=O)N2COC3=C(C2)C=CC=C3C3=CC(=C(C(=O)O)C=C3F)N3C2COCC3CC2)C(=CC(=C1)C=1C=2C(C=NC1)=NN(N2)C)Cl